C(C)(=O)OC=1C(=NC=CC1OC)C(=O)N[C@H](C(=O)O[C@H]([C@@H](C(C)C)C1=C(C=C(C=C1)C)C)C)C [(1S,2S)-2-(2,4-dimethylphenyl)-1,3-dimethyl-butyl] (2S)-2-[(3-acetoxy-4-methoxypyridine-2-carbonyl)amino]propanoate